Trifluoroacetic acid-d1 FC(C(=O)O[2H])(F)F